N-(4-(4-(2-methoxy-ethyl)piperazin-1-yl)pyridin-2-yl)-6-(5-methyl-1H-pyrazol-4-yl)benzo[d]thiazol-2-amine COCCN1CCN(CC1)C1=CC(=NC=C1)NC=1SC2=C(N1)C=CC(=C2)C=2C=NNC2C